C(C=C)(=O)OCCC(F)(F)F 2-trifluoromethylethyl acrylate